NC1=C(C(=O)O)C=CC(=C1)C(F)(F)F 2-Amino-4-(trifluoromethyl)benzoic acid